N-[(4,5-dibromo-3-methyl-2-thienyl)carbonyl]-valine ethyl ester C(C)OC([C@@H](NC(=O)C=1SC(=C(C1C)Br)Br)C(C)C)=O